F[C@@H]1[C@@H](C1)NC(=O)C1=CN=C2N1N=C(C=C2NC)NC2=CC(=CC=C2)C=O N-[(1R,2S)-2-fluorocyclopropyl]-6-[(3-formylphenyl)amino]-8-(methylamino)imidazo[1,2-b]pyridazine-3-carboxamide